COC=1C=C2[C@H](CN([C@H](C2=CC1)C)C(=O)C=1N=NN(N1)C1=CC=CC=C1)C=1C=NN(C1)C [(1S,4S)-6-methoxy-1-methyl-4-(1-methylpyrazol-4-yl)-3,4-dihydro-1H-isoquinolin-2-yl]-(2-phenyltetrazol-5-yl)methanone